3-(4-(3-methylazetidin-3-yl)benzyl)quinolin CC1(CNC1)C1=CC=C(CC=2C=NC3=CC=CC=C3C2)C=C1